N1(N=CC=C1)C1=C(OC2C[C@@H]3[C@@H](CNC3)C2)C=CC=C1 (3aR,5s,6aS)-5-(2-(1H-pyrazol-1-yl)phenoxy)octahydrocyclopenta[c]pyrrole